NC=1C(NC2=CC(=C(C=C2C1C1=C2C=NNC2=C(C=C1)Cl)OCC1(CC1)F)F)=O 3-amino-4-(7-chloro-1H-indazol-4-yl)-7-fluoro-6-[(1-fluorocyclopropyl)methoxy]-1H-quinolin-2-one